C(#N)C1=CC(=C(CNC2=CC=CC(=N2)C2CCN(CC2)[C@@H](C)C2=NC3=C(N2C=C2OCC2)C=C(C=C3)C(=O)O)C=C1)F 2-((S)-1-(4-(6-((4-cyano-2-fluorobenzyl)amino)pyridin-2-yl)piperidin-1-yl)ethyl)-1-(((S)-oxetanyl-2-yl)methyl)-1H-benzo[d]imidazol-6-carboxylic acid